tert-butyl (3R)-3-((3-((1-(3-(4-cyanophenyl)-1,2,4-oxadiazol-5-yl)piperidine-4-carboxamido)methyl)pyrrolidin-1-yl)methyl)piperidine-1-carboxylate C(#N)C1=CC=C(C=C1)C1=NOC(=N1)N1CCC(CC1)C(=O)NCC1CN(CC1)C[C@@H]1CN(CCC1)C(=O)OC(C)(C)C